C(CCCC)C1=CC=C(C=C1)[C@H](C)P(C1=CC=CC=C1)(C1=CC=CC=C1)=O (S)-(1-(4-pentylphenyl)ethyl)diphenylphosphine oxide